[8-[(4-tert-Butoxycarbonylmorpholin-2-yl)methyl]-6-ethoxycarbonyl-5-oxo-1,8-naphthyridin-3-yl]boronic acid C(C)(C)(C)OC(=O)N1CC(OCC1)CN1C=C(C(C=2C=C(C=NC12)B(O)O)=O)C(=O)OCC